NC=1C2=C(N=C(N1)Cl)N(C=C2C=2SC=C(N2)CC2=CC=CC=C2)[C@H]2[C@@H]([C@@H]([C@H](C2)C2CCN(CC2)CC(F)F)O)O (1R,2S,3R,5R)-3-[4-Amino-5-(4-benzyl-1,3-thiazol-2-yl)-2-chloropyrrolo[2,3-d]pyrimidin-7-yl]-5-[1-(2,2-difluoroethyl)piperidin-4-yl]cyclopentane-1,2-diol